(1s,3s)-3-{3-[4-(difluoromethoxy)-2-(methoxymethoxy)-6-methylphenyl]-5-methyl-7H-pyrrolo[2,3-c]pyridazin-7-yl}-1-methylcyclobutanol FC(OC1=CC(=C(C(=C1)C)C1=CC2=C(N=N1)N(C=C2C)C2CC(C2)(O)C)OCOC)F